COC=1C=C(C=C(C1)OC)CCC(=O)O 3-(3,5-Dimethoxyphenyl)propionic acid